ethyl (1S,2S)-2-((tert-butoxycarbonyl)amino)-5-methylcyclohexane-1-carboxylate C(C)(C)(C)OC(=O)N[C@@H]1[C@H](CC(CC1)C)C(=O)OCC